4-((R)-1-((S)-4-((4'-carbamoyl-5-hydroxy-2'-methyl-[1,1'-biphenyl]-3-yl)methyl)morpholine-3-carboxamido)ethyl)benzoic acid C(N)(=O)C1=CC(=C(C=C1)C1=CC(=CC(=C1)O)CN1[C@@H](COCC1)C(=O)N[C@H](C)C1=CC=C(C(=O)O)C=C1)C